(S)-N-(7-bromo-5-methyl-4-carbonyl-2,3,4,5-tetrahydrobenzo[b][1,4]oxazepin-3-yl)-5-fluoro-4-(isopropylamino)pyridine-2-carboxamide BrC1=CC2=C(OC[C@H](C(N2C)=C=O)NC(=O)C2=NC=C(C(=C2)NC(C)C)F)C=C1